FC(C(CCS(=O)(=O)C)C=1C=CC(=NC1)N1N=CC(=C1)C1=C2C(=NC=C1)NC(N2)=O)(F)F 7-(1-(5-(1,1,1-trifluoro-4-(methylsulfonyl)butan-2-yl)pyridin-2-yl)-1H-pyrazol-4-yl)-1H-imidazo[4,5-b]pyridin-2(3H)-one